ClC=1C=C2C(=C(/C(/C2=CC1)=C/C1=CC=C(C=C1)COC1=CC=C(C=C1)C(F)(F)F)C)CC(=O)O (Z)-2-(5-chloro-2-methyl-1-(4-((4-(trifluoromethyl)phenoxy)methyl)-benzylidene)-1H-inden-3-yl)acetic acid